C(C1=CC=CC=C1)OC(CCC(C)CCCCCC)CCCCCCCCCCC 5-(benzyloxy)-2-hexyl-hexadecane